3,4-dihydro-4-oxo-quinazoline O=C1NC=NC2=CC=CC=C12